tert-Butyl (3R)-3-[(1S)-2-tert-butoxy-1-[[3-(1-ethoxyvinyl)phenyl]methyl]-2-oxo-ethyl]pyrrolidine-1-carboxylate C(C)(C)(C)OC([C@@H](CC1=CC(=CC=C1)C(=C)OCC)[C@@H]1CN(CC1)C(=O)OC(C)(C)C)=O